(R)-(2-(Benzyloxy)-4-chloro-6-hydroxyphenyl)(6-(2-(dimethylamino)ethoxy)-8-((tetrahydrofuran-3-yl)amino)-3,4-dihydroisoquinolin-2(1H)-yl)methanone C(C1=CC=CC=C1)OC1=C(C(=CC(=C1)Cl)O)C(=O)N1CC2=C(C=C(C=C2CC1)OCCN(C)C)N[C@H]1COCC1